ClC1=NC=2C=CC=CC2C=2N1N=C(N2)C2=CC(=CC=C2)OC(F)(F)F 5-Chloro-2-[3-(trifluoromethoxy)phenyl][1,2,4]triazolo[1,5-c]quinazoline